perfluoro-n-undecanoic acid FC(C(=O)O)(C(C(C(C(C(C(C(C(C(F)(F)F)(F)F)(F)F)(F)F)(F)F)(F)F)(F)F)(F)F)(F)F)F